2-[2-(dimethylamino)ethyl]-7-(1H-pyrazol-5-yl)-1H-pyrrolo[3,2-c]quinolin-4-amine CN(CCC1=CC=2C(=NC=3C=C(C=CC3C2N1)C1=CC=NN1)N)C